3-azido-8-bromo-1-methyl-1,3,4,5-tetrahydro-2H-benzo[b]azepin-2-one N(=[N+]=[N-])C1CCC2=C(N(C1=O)C)C=C(C=C2)Br